2,5-dioxopyrrolidin-1-yl 41,45-dioxo-45-((6-(6-(pyridin-2-yl)-1,2,4,5-tetrazin-3-yl)pyridin-3-yl)amino)-4,7,10,13,16,19,22,25,28,31,34,37-dodecaoxa-40-azapentatetracontan-1-oate O=C(NCCOCCOCCOCCOCCOCCOCCOCCOCCOCCOCCOCCOCCC(=O)ON1C(CCC1=O)=O)CCCC(NC=1C=NC(=CC1)C=1N=NC(=NN1)C1=NC=CC=C1)=O